BrC=1N=C2C(=NC1C)N(C(=C(C2=O)N2CCN(CC2)C(=O)OC(C)(C)C)CC)CC(=O)OC(C)(C)C tert-butyl 4-(2-bromo-5-(2-(tert-butoxy)-2-oxoethyl)-6-ethyl-3-methyl-8-oxo-5,8-dihydropyrido[2,3-b]pyrazin-7-yl)piperazine-1-carboxylate